3-[3-(4-chlorophenyl)-1,2,4-oxadiazol-5-yl]Bicyclo[1.1.1]Pentane-1-amine ClC1=CC=C(C=C1)C1=NOC(=N1)C12CC(C1)(C2)N